N-((1r,3r)-3-((5-([1,2,4]triazolo[1,5-a]pyridin-6-yl)-4-methoxypyrrolo[2,1-f][1,2,4]triazin-2-yl)amino)-1-methylcyclobutyl)acetamide N=1C=NN2C1C=CC(=C2)C=2C=CN1N=C(N=C(C12)OC)NC1CC(C1)(C)NC(C)=O